CN(CCNC(=O)C=1C=NC=CC1)C1COC1 N-{2-[methyl(oxetan-3-yl)amino]ethyl}pyridine-3-carboxamide